1-butyl-3-methylimidazolium hexafluoroantimonate F[Sb-](F)(F)(F)(F)F.C(CCC)N1C=[N+](C=C1)C